perfluorophenyl 3-(pyridine-2-yldisulfanyl)propanoate N1=C(C=CC=C1)SSCCC(=O)OC1=C(C(=C(C(=C1F)F)F)F)F